3-(4-amino-6-ethynyl-5-fluoro-pyrimidin-2-yl)-2-methylbenzonitrile NC1=NC(=NC(=C1F)C#C)C=1C(=C(C#N)C=CC1)C